CC(CS(=O)(=O)O)C 2-methyl-1-propane-sulfonic acid